FC1=C2C(NC(N(C2=CC=C1)CC=1C=CC(=C(C(=O)O)C1)F)=O)=O 5-((5-fluoro-2,4-dioxo-3,4-dihydroquinazolin-1(2H)-yl)methyl)-2-fluorobenzoic acid